2,4-bis(trifluoromethyl)benzenesulfonyl chloride FC(C1=C(C=CC(=C1)C(F)(F)F)S(=O)(=O)Cl)(F)F